tert-butyl (17-(2-((6-cyano-1H-indol-1-yl)methyl)-1H-imidazol-1-yl)-13-oxo-3,6,9-trioxa-12-azaheptadecyl)carbamate C(#N)C1=CC=C2C=CN(C2=C1)CC=1N(C=CN1)CCCCC(NCCOCCOCCOCCNC(OC(C)(C)C)=O)=O